ethyl 4,5-dihydro-4-oxoimidazo[1,2-a]quinoxaline-2-carboxylate O=C1C=2N(C3=CC=CC=C3N1)C=C(N2)C(=O)OCC